hexyl-2-hexyldecanoate C(CCCCC)OC(C(CCCCCCCC)CCCCCC)=O